dibutyl-boric acid C(CCC)OB(OCCCC)O